C12(CC3CC(CC(C1)C3)C2)CCN[C@@H]2C=C([C@@H]([C@@H]([C@H]2O)O)O)CF (1S,2S,3S,6R)-6-((2-((3R,5R,7R)-adamantan-1-yl)ethyl)amino)-4-(fluoromethyl)cyclohex-4-ene-1,2,3-triol